3-(difluoromethyl)-4-fluoro-benzenesulfonyl chloride FC(C=1C=C(C=CC1F)S(=O)(=O)Cl)F